3-trifluoromethyl-4-[(4-methylpiperazin-1-yl)methyl]Aniline FC(C=1C=C(N)C=CC1CN1CCN(CC1)C)(F)F